NC=1C(=NC(=CC1)OC)N(CCCC1=C(C=CC(=C1F)F)NC1=C(C(=O)OC)C=C(C(=C1)C(F)(F)F)F)C(=O)OC(C)(C)C methyl 2-((2-(3-((3-amino-6-methoxypyridin-2-yl)(tert-butoxycarbonyl)amino)propyl)-3,4-difluorophenyl)amino)-5-fluoro-4-(trifluoromethyl)benzoate